N,N'-dichloro-benzenedicarboxamide ClNC(=O)C=1C(=CC=CC1)C(=O)NCl